C(=O)(O)C1=CC2=CC=C(C=C2C=C1)C(=O)O 2,6-dicarboxyl-naphthalene